7,18-bis(3,5-dimethylphenyl)-7,18-diazaheptacyclo[14.6.2.22,5.03,12.04,9.013,23.020,24]hexacosa-1(23),2,4,9,11,13,15,20(24),21,25-decaene-6,8,17,19-tetrone CC=1C=C(C=C(C1)C)N1C(C2=C3C4=C(C=5C=CC=6C(N(C(C7=CC=C(C4=CC=C3C1=O)C5C67)=O)C6=CC(=CC(=C6)C)C)=O)C=C2)=O